(R)-3-hydroxy-1-methyl-3-(1-(6-(2-((1-methyl-1H-pyrazol-3-yl)amino)pyrimidin-4-yl)pyridin-2-yl)-1H-imidazol-4-yl)pyrrolidin-2-one O[C@@]1(C(N(CC1)C)=O)C=1N=CN(C1)C1=NC(=CC=C1)C1=NC(=NC=C1)NC1=NN(C=C1)C